C(C(=C)C)(=O)OCCC[SiH2]CCCOC 3-methacryloxypropyl-methoxypropyl-silane